N-(2-bromophenyl)methanesulfonamide BrC1=C(C=CC=C1)NS(=O)(=O)C